methyl (S)-5-(10-ethyl-11-methoxy-14-oxo-1,2,4,4a,5,6-hexahydro-3H,14H-pyrazino[1',2':5,6][1,5]oxazocino[2,3-g]quinolin-3-yl)picolinate C(C)C=1C(=NC2=CC3=C(C=C2C1)OCC[C@@H]1N(C3=O)CCN(C1)C=1C=CC(=NC1)C(=O)OC)OC